C(C)(C)(C)OC(=O)N1[C@@H](CCC1)[C@@H]([C@H](C(=O)O)C)OC (2R,3R)-3-((S)-1-(tert-butoxycarbonyl)pyrrolidin-2-yl)-3-methoxy-2-methylpropanoic acid